1-carbonylisoindoline-4-carboxamide C(=O)=C1NCC=2C(=CC=CC12)C(=O)N